S1SCCC1 thithiolane